copper bis(8-quinolinolate) N1=CC=CC2=CC=CC(=C12)[O-].N1=CC=CC2=CC=CC(=C12)[O-].[Cu+2]